FC(C1=C2C=C(NC2=CC(=C1)F)C(=O)N(C)[C@H]1C=2C3=C(C(NC2CNC1)=O)C=C(C=C3)F)F (S)-4-(difluoromethyl)-6-fluoro-N-(8-fluoro-6-oxo-1,2,3,4,5,6-hexahydrobenzo[c][1,7]naphthyridin-1-yl)-N-methyl-1H-indole-2-carboxamide